4-(2-((tert-Butyldimethylsilyloxy)ethoxy)-3-chloro-5-methylphenyl)-N-(4-(cyclohexyloxy)benzyl)-1,2,4-oxadiazole-5-carboxamide [Si](C)(C)(C(C)(C)C)OCCOC1=C(C=C(C=C1Cl)C)N1C=NOC1C(=O)NCC1=CC=C(C=C1)OC1CCCCC1